Cyclopentadienylphosphane C1(C=CC=C1)P